N-(2-(benzo[d][1,3]dioxol-5-yl)-4-(benzyloxy)phenethyl)acetamide O1COC2=C1C=CC(=C2)C2=C(CCNC(C)=O)C=CC(=C2)OCC2=CC=CC=C2